(7-(4-fluorophenyl)-6-(phenylseleno)-3,4-dihydro-1,8-naphthyridin-1(2H)-yl)(phenyl)methanone FC1=CC=C(C=C1)C1=C(C=C2CCCN(C2=N1)C(=O)C1=CC=CC=C1)[Se]C1=CC=CC=C1